FC=1C=CC(=C(C1)NC1CCN(CC1)C(CNC(=O)C1=NNC(=C1)C1=CC=CC=C1)=O)C(F)(F)F 5-Phenyl-1H-pyrazole-3-carboxylic acid {2-[4-(5-fluoro-2-trifluoromethyl-phenylamino)-piperidin-1-yl]-2-oxo-ethyl}-amide